tert-butyl (8aS)-7-(3-[imidazo[1,2-a]pyridin-5-yl]prop-2-yn-1-yl)-6-oxo-octahydropyrrolo[1,2-a]pyrazine-2-carboxylate N=1C=CN2C1C=CC=C2C#CCC2C[C@@H]1N(CCN(C1)C(=O)OC(C)(C)C)C2=O